C(CCCCCCCCC(=O)OCCOCCCC)(=O)OCCOCCCC di(2-butoxyethyl) sebacate